3-dehydrosphinganine CCCCCCCCCCCCCCCC(=O)[C@H](CO)N